COP(=O)(OC)Cl.FC(C(C(C(S(=O)(=O)[O-])(F)F)(F)F)(F)F)(S(=O)(=O)[O-])F.[Na+].[Na+] disodium perfluorobutanedisulfonate dimethyl-Chlorophosphate